BrC1=CC=C(O1)C1=C(C(=NN1C1=CC=CC=C1)C)C1=CC=CC=C1 5-(5-bromofuran-2-yl)-3-methyl-1,4-diphenyl-1H-pyrazole